BrCC(COC)=O bromo-3-methoxypropan-2-one